[O-]S(=O)(=O)C(F)(F)F.C(CCCCCCC)[N+]1(CCCC1)C 1-octyl-1-methylpyrrolidinium triflate